CC(C)N(C(C=CC1=NC2=C(N1)C=C(C=C2)OC(F)(F)F)=O)C(C)C N,N-bis(propan-2-yl)-3-[6-(trifluoromethoxy)-1H-1,3-benzodiazol-2-yl]propenamide